1,4-bis-Boc-1,4,7-triazaheptane C(=O)(OC(C)(C)C)NCCN(CCN)C(=O)OC(C)(C)C